NC(CN1CCN(CCN(CCN(CC1)CC(N)=O)CC(N)=O)CC(=O)O)=O 2-(4,7,10-tris(2-amino-2-oxoethyl)-1,4,7,10-tetraazacyclododec-1-yl)acetic acid